C(CCC(=O)OCCO)(=O)OC(C)(C)C Tert-Butyl 2-hydroxyethyl Butanedioate